N-(cyclopropylmethyl)-N-(3-fluorobenzyl)-2,2-dimethylbutanamide C1(CC1)CN(C(C(CC)(C)C)=O)CC1=CC(=CC=C1)F